4-[4-(3-Chlorophenyl)-2,6-dioxo-3,6-dihydropyrimidin-1(2H)-yl]-5-fluoro-2-(2-methylphenoxy)benzonitrile ClC=1C=C(C=CC1)C=1NC(N(C(C1)=O)C1=CC(=C(C#N)C=C1F)OC1=C(C=CC=C1)C)=O